FC1=CC2=C(C=CS2)C(=C1)N1CCN(CC1)CCC1=CC=C2CCC(N(C2=C1)CN(C([O-])=O)CC1CCCCC1)=O (8s)-(7-(2-(4-(6-fluorobenzothiophen-4-yl)piperazin-1-yl)ethyl)-2-oxo-3,4-dihydroquinoline-1(2H)-yl)methyl(cyclohexylmethyl)carbamate